ClC=1C=C2C(NC(=NC2=C(C1C1=CC=C(C2=C1N=C(S2)NC(OC(C)(C)C)=O)F)F)OC[C@]21CCCN1C[C@@H](C2)F)=O tert-butyl (4-(6-chloro-8-fluoro-2-(((2R,7aS)-2-fluorotetrahydro-1H-pyrrolizin-7a(5H)-yl)methoxy)-4-oxo-3,4-dihydroquinazolin-7-yl)-7-fluorobenzo[d]thiazol-2-yl)carbamate